tert-butyl N-{2-[(2-hydroxy-2-methylpropyl)(methyl)amino]ethyl}carbamate OC(CN(CCNC(OC(C)(C)C)=O)C)(C)C